CN1N=NC=C1C(=O)[O-] 3-methyl-triazole-4-carboxylate